NC=1C=C(C(=NC1)C#N)[Se]C 5-amino-3-(methylseleno)pyridine-2-carbonitrile